(1S,3S)-3-((2-cyclopropyl-6-(5-((((3,3-difluoropropyl)(methyl)aminocarbonyl)oxy)methyl)-1-methyl-1H-1,2,3-triazol-4-yl)pyridine-3-yl)oxy)cyclohexane-1-carboxylic acid C1(CC1)C1=NC(=CC=C1O[C@@H]1C[C@H](CCC1)C(=O)O)C=1N=NN(C1COC(=O)N(C)CCC(F)F)C